1-[({1-[5-(difluoromethyl)(1,3,4-thiadiazol-2-yl)]-4-[4-(2,2-dimethylpropanoyl)piperazinyl]-1H-indazol-6-yl}sulfonyl)amino]cyclopropanecarbonitrile FC(C1=NN=C(S1)N1N=CC2=C(C=C(C=C12)S(=O)(=O)NC1(CC1)C#N)N1CCN(CC1)C(C(C)(C)C)=O)F